C(C1=CC=CC=C1)N1C(=NC2=C1C=C(C=C2)C#N)C2=CC=CC=C2 1-benzyl-2-phenyl-1H-benzo[d]imidazole-6-carbonitrile